N[C@H](CC1=C(C=2N=NN=C(C2S1)NCC1=CC=NC=C1)Br)CCOC(F)F (S)-6-(2-amino-4-(difluoromethoxy)butyl)-7-bromo-N-(pyridin-4-ylmethyl)thieno[3,2-d][1,2,3]triazin-4-amine